1-(4-butyl-2-methoxy-5-methylphenyl)butan-2-amine C(CCC)C1=CC(=C(C=C1C)CC(CC)N)OC